Cl.Cl.CON O-methylhydroxylamine dihydrochloride